2-(3-((S or R)-1-(((S)-((R)-7-fluoro-1,2,3,4-tetrahydro-1,5-naphthyridin-3-yl)(phenyl)methyl)amino)propan-2-yl)-4-methylphenyl)acetic acid FC1=CN=C2C[C@H](CNC2=C1)[C@@H](C1=CC=CC=C1)NC[C@@H](C)C=1C=C(C=CC1C)CC(=O)O |o1:20|